(((2R,3S,4R,5R)-5-(6-chloro-4-(cyclopentylamino)-1H-pyrazolo[3,4-d]pyrimidin-1-yl)-3,4-dihydroxytetrahydrofuran-2-yl)methoxy)-5-methoxy-4-phosphonovaleric acid ClC1=NC(=C2C(=N1)N(N=C2)[C@H]2[C@@H]([C@@H]([C@H](O2)COC(C(=O)O)CC(COC)P(=O)(O)O)O)O)NC2CCCC2